[(3R,4R)-3-bromochroman-4-yl](2R)-2-phenylpropanoate Br[C@@H]1COC2=CC=CC=C2[C@H]1OC([C@H](C)C1=CC=CC=C1)=O